FC1(C2(CN(C2)C2=CC(N(C=N2)CC2(CCN(CC2)C(C[C@@H](C)C2=CC=CC=C2)=O)O)=O)CC1)F (R)-6-(5,5-difluoro-2-azaspiro[3.3]heptan-2-yl)-3-((4-hydroxy-1-(3-phenylbutanoyl)piperidin-4-yl)methyl)pyrimidin-4(3H)-one